P(=O)([O-])([O-])O.[Na+].[Na+] Dinatrium Phosphat